methyl (2R,3S,5R)-2-((((1S,3S,6R)-6-(5-fluoropyrimidin-2-yl)bicyclo[4.1.0]heptan-3-yl)oxy)methyl)-5-methyl-3-(methylsulfonamido)pyrrolidine-1-carboxylate FC=1C=NC(=NC1)[C@]12CC[C@@H](C[C@@H]2C1)OC[C@@H]1N([C@@H](C[C@@H]1NS(=O)(=O)C)C)C(=O)OC